ClC1=C(C(C2=C(NC(=N2)C2=CC(=C(C=C2)C(F)(F)F)F)C1=O)=O)N[C@@H]1C(NCCC1)=O (S)-6-chloro-2-(3-fluoro-4-(trifluoromethyl)phenyl)-5-((2-oxopiperidin-3-yl)amino)-1H-benzo[d]imidazole-4,7-dione